COCOC1=C(C=CC=C1)C1=CC2=C(N=N1)NC1=C2[C@H](N(CC1)C1CCC(CC1)N1CCN(CC1)C(=O)OC(C)(C)C)C tert-butyl 4-((1S,4s)-4-((R)-3-(2-(methoxymethoxy)phenyl)-5-methyl-5,7,8,9-tetrahydro-6H-pyrido[3',4':4,5]pyrrolo[2,3-c]pyridazin-6-yl)cyclohexyl)piperazine-1-carboxylate